C1(=CC=CC2=CC=CC=C12)C=1C(C=CC1)[Pt](C)(C)C [(2'-naphthyl)-cyclopentadienyl]trimethyl-platinum